3,3a,6,6a-tetrahydrocyclopenta[c]pyrrole-2(1H)-carboxylate C1N(CC2C1CC=C2)C(=O)[O-]